C(#N)C1=CC(=C(C=C1)COC1=NC=CC=C1N1CC2CCC(C1)N2CC=2N(C1=C(N2)C=CC(=C1)C(=O)O)C[C@H]1OCC1)F 2-[(3-{2-[(4-cyano-2-fluorophenyl)methoxy]pyridin-3-yl}-3,8-diazabicyclo[3.2.1]octan-8-yl)methyl]-3-[(2S)-oxetan-2-ylmethyl]-1,3-benzodiazole-5-carboxylic acid